COC(C1=CC(=C(C=C1)C)NC(=O)C1=CN=C(S1)Cl)=O 3-[(2-chloro-1,3-thiazole-5-carbonyl)amino]-4-methylbenzoic acid methyl ester